3,4-diaminofurane NC1=COC=C1N